FC1=C(C(=CC=C1C=1C=NN(C1)CCC1=CC=CC=C1)O)N1CC(NS1(=O)=O)=O 5-(2-fluoro-6-hydroxy-3-(1-phenethyl-1H-pyrazol-4-yl)phenyl)-1,2,5-thiadiazolidin-3-one 1,1-dioxide